C(#N)C=1C=CC=2N(C(N=C(C2N1)N1C[C@H](N(C[C@@H]1C)C(C(=O)N(N)C(=O)C1CC1)C(C)C)CC)=O)C N-(2-((2R,5S)-4-(6-cyano-1-methyl-2-oxo-1,2-dihydropyrido[3,2-d]pyrimidin-4-yl)-2-ethyl-5-methylpiperazin-1-yl)-3-methylbutanoyl)cyclopropanecarbohydrazide